C(C)(C)C=1C=NN2C1N=C(C=C2NC2CCNCC2)N[C@H]2CNC(C2)=O (R)-4-((3-isopropyl-5-((5-oxopyrrolidin-3-yl)amino)pyrazolo[1,5-a]pyrimidin-7-yl)amino)piperidine